BrC1=CN(C=2N=C(N=C(C21)Cl)C)C 5-bromo-4-chloro-2,7-dimethyl-7H-pyrrolo[2,3-d]pyrimidine